C(CCCCCCCCCCCCCCCC)(=O)O margaric acid